1-(morpholin-4-yl)pent-4-yn-2-ol N1(CCOCC1)CC(CC#C)O